4-((7-(benzyloxy)-1,5-naphthyridin-4-yl)oxy)-3-fluoroaniline C(C1=CC=CC=C1)OC1=CN=C2C(=CC=NC2=C1)OC1=C(C=C(N)C=C1)F